4-(5-cyano-2-methoxyphenyl)-6-methyl-N-(5-((5-methylpyridin-2-yl)sulfonyl)-5,6-dihydro-4H-pyrrolo[3,4-d]thiazol-2-yl)nicotinamide C(#N)C=1C=CC(=C(C1)C1=CC(=NC=C1C(=O)NC=1SC2=C(N1)CN(C2)S(=O)(=O)C2=NC=C(C=C2)C)C)OC